C1(=CC=C(C=C1)N1C=2C=CC(=CC2B2C=3C=C4C(=CC3OC=3C=CC=C1C23)C=2C=CC(=CC2C4(C)C)N(C4=CC=CC=C4)C4=CC=CC=C4)C4=CC=CC=C4)C4=CC=CC=C4 5-([1,1'-biphenyl]-4-yl)-15,15-dimethyl-N,N,2-triphenyl-5H,15H-9-oxa-5-aza-16b-boraindeno[1,2-b]naphtho[1,2,3-fg]anthracen-13-amine